ClC=1C=C(C=CC1)[C@H]1[C@@H]([C@H]1C)C(=O)NC1=NC=NC(=C1)NCC=1N=C2N(C=C(C=C2)C2CC2)C1 (1R,2R,3S)-2-(3-chlorophenyl)-N-(6-(((6-cyclopropyl-imidazo[1,2-a]pyridin-2-yl)methyl)amino)pyrimidin-4-yl)-3-methylcyclopropane-1-carboxamide